NCCCN1C(CCC1)=O N-aminopropylbutyrolactam